ClC1=C2C(=NC=C1C=1C=C(C=CC1)N1C(CN(CC1)C(CCCN(C1=C3CN(C(C3=CC=C1)=O)C1C(NC(CC1)=O)=O)C)=O)=O)NC=C2CC 3-(4-((4-(4-(3-(4-chloro-3-ethyl-1H-pyrrolo[2,3-b]pyridin-5-yl)phenyl)-3-oxopiperazin-1-yl)-4-oxobutyl)(methyl)amino)-1-oxoisoindolin-2-yl)piperidine-2,6-dione